C(C=C)N1N(C2=NC(=NC=C2C1=O)SC)C1=NC(=CC(=C1)O[Si](C1=CC=CC=C1)(C1=CC=CC=C1)C(C)(C)C)C(C)(C)O 2-allyl-1-(4-(tert-butyldiphenylsilyloxy)-6-(2-hydroxypropan-2-yl)pyridin-2-yl)-6-methylthio-1,2-Dihydro-3H-pyrazolo[3,4-d]pyrimidin-3-one